NC1=C(C=C(C=2C(C3=CC=CC=C3C(C12)=O)=O)NCCCN(C)C)Br 1-amino-2-bromo-4-[[3-(dimethylamino)propyl]amino]anthraquinone